(S)-1-(4-(1-isopropyl-4-(trifluoromethyl)-1H-imidazol-2-yl)phenyl)ethan-1-amine C(C)(C)N1C(=NC(=C1)C(F)(F)F)C1=CC=C(C=C1)[C@H](C)N